1-hydroxy-1H-benzotriazole ammonium salt [NH4+].ON1N=NC2=C1C=CC=C2